(S)-2-phenyl-1-propylamine C1(=CC=CC=C1)[C@@H](CN)C